R-(-)-3-hydroxybutyrate O[C@@H](CC(=O)[O-])C